CN1N=C(C(C1=O)C)C(C)C 1,4-dimethyl-3-(propan-2-yl)-4,5-dihydro-1H-pyrazol-5-one